FC1=C(C(=C(C(=C1F)F)F)F)[B-](C1=C(C(=C(C(=C1F)F)F)F)F)(C1=C(C(=C(C(=C1F)F)F)F)F)C1=C(C(=C(C(=C1F)F)F)F)F.C(C)[NH+](CCCCCCCCCCCCCCCCCC)CCCCCCCCCCCCCCCCCC N-ethyl-N,N-dioctadecyl-ammonium tetrakis(perfluorophenyl)borate